FC(C1=NN2C(C(NCC2)=O)=C1)(F)F 2-(trifluoromethyl)-6,7-dihydro-5H-pyrazolo[1,5-a]pyrazin-4-one